2-(8-bromo-3-chloroisoquinolin-5-yl)propan-1-ol BrC=1C=CC(=C2C=C(N=CC12)Cl)C(CO)C